tolylnorbornene C1(=C(C=CC=C1)C12C=CC(CC1)C2)C